tert-butyl (R)-(1-(5-bromopyrimidin-2-yl)pyrrolidin-3-yl)carbamate BrC=1C=NC(=NC1)N1C[C@@H](CC1)NC(OC(C)(C)C)=O